C(CCCCCCCCCCCC)(=O)O[C@@H]1[C@](O[C@H](C1)N1C2=NC(=NC(=C2N=C1)NC(CCCCCCC)=O)F)(CO)C#C (2R,3S,5R)-2-ethynyl-5-(2-fluoro-6-octanamido-9H-purin-9-yl)-2-(hydroxymethyl)tetrahydrofuran-3-yl tridecanoate